N-[3-chloro-4-(piperazine-1-carbonyl)phenyl]-1-methyl-imidazole-2-carboxamide ClC=1C=C(C=CC1C(=O)N1CCNCC1)NC(=O)C=1N(C=CN1)C